4-[3-Benzyloxy-7-(3,5-dimethyl-phenyl)-4-trifluoromethyl-quinolin-2-yl]-4-oxo-butyric acid ethyl ester C(C)OC(CCC(=O)C1=NC2=CC(=CC=C2C(=C1OCC1=CC=CC=C1)C(F)(F)F)C1=CC(=CC(=C1)C)C)=O